BrC1=CC=C(C=C1)N1CCN(CC1)C1=CC=C(C=C1)N1C(N(N=C1)C(C)C(C)=O)=O 4-(4-(4-(4-bromophenyl)piperazin-1-yl)phenyl)-2-(3-oxobutan-2-yl)-2,4-dihydro-3H-1,2,4-triazol-3-one